N(=C=O)C1CCCC1 3-isocyanatocyclopentane